ClC1=C(C=CC=C1)NS(=O)(=O)C1=CC(=CC=C1)C(=O)N/N=C(\C)/C1=CC2=CC=CC=C2C=C1 (E)-N-(2-chlorophenyl)-3-(2-(1-(naphthalen-2-yl)ethylidene)hydrazine-1-carbonyl)benzenesulfonamide